2-(1H-pyrazol-3-yl)-N-(3-(pyridin-2-yl)-1-(2-(2,2,2-trifluoroethoxy)ethyl)-1H-pyrazol-4-yl)thiazole-4-carboxamide N1N=C(C=C1)C=1SC=C(N1)C(=O)NC=1C(=NN(C1)CCOCC(F)(F)F)C1=NC=CC=C1